tert-butyl (1-(4-bromo-2,6-difluorophenyl)-2-oxopyrrolidin-3-yl)carbamate BrC1=CC(=C(C(=C1)F)N1C(C(CC1)NC(OC(C)(C)C)=O)=O)F